ClC=1N=C(C=2OCC3COCC(N3C2N1)C)C(C)(C)S(=O)(=O)C (4bS,6R)-3-chloro-1-(1-methanesulfonyl-1-methyl-ethyl)-5-methyl-5,6,8a,9-tetrahydro-8H-7,10-dioxa-2,4,4b-triazaphenanthrene